CN(C/C=C/C(=O)N(C)[C@H](C(=O)N[C@H](CC=1C=C(C=CC1)NC=1C(=NC(=C(N1)C)CC)C(=O)N)C)C)C 3-((3-((S)-2-((S)-2-((E)-4-(dimethylamino)-N-methylbut-2-enamido)propanamido)propyl)phenyl)amino)-6-ethyl-5-methylpyrazine-2-carboxamide